COC1=CC=C(C=C1)C=1N2C(=NN1)SC=C2 3-(4-methoxyphenyl)[1,3]thiazolo[2,3-c][1,2,4]triazol